FC(CN1C(C=C(C=2C1=NC=CN2)O)=O)F 5-(2,2-difluoroethyl)-8-hydroxypyrido[2,3-b]pyrazin-6(5H)-one